C(C)(C)N(C(C)C)CC=1N=NN(C1)[C@H](C(=O)N1[C@@H](C[C@H](C1)O)C(=O)NC)C(C)(C)C (2S,4R)-1-[(2S)-2-[4-[(diisopropylamino)methyl]triazol-1-yl]-3,3-dimethyl-butanoyl]-4-hydroxy-N-methyl-pyrrolidine-2-carboxamide